ClC=1C=C(C=C(C1OC1=C2N=CN(C2=NC=N1)C)Cl)N1N=C(C(NC1=O)=O)C#N 2-(3,5-dichloro-4-((9-methyl-9H-purin-6-yl)oxy)phenyl)-3,5-dioxo-2,3,4,5-Tetrahydro-[1,2,4]triazine-6-carbonitrile